Cl.NCC1=CN=C(S1)C1=CC=C(N(C)C)C=C1 4-(5-(aminomethyl)thiazol-2-yl)-N,N-dimethylaniline hydrochloride